FC1=CC(=C(C=C1)NC1=C(C(=O)OC)C=CC(=C1)OC(F)(F)F)C methyl 2-((4-fluoro-2-methylphenyl)-amino)-4-(trifluoro-methoxy)benzoate